ClC1=C(C(=CC=C1Cl)OCOC)C1N(CC(C1)=C)[S@](=O)C(C)(C)C 2-[2,3-dichloro-6-(methoxymethoxy)phenyl]-4-methylidene-1-[(R)-2-methylpropane-2-sulfinyl]pyrrolidine